7-bromo-8-fluoro-2-(((2R,7aS)-2-fluorotetrahydro-1H-pyrrolizin-7a(5H)-yl)methoxy)-N,N,6-trimethylquinazolin-4-amine BrC1=C(C=C2C(=NC(=NC2=C1F)OC[C@]12CCCN2C[C@@H](C1)F)N(C)C)C